benzyloxymethyl-methacrylate C(C1=CC=CC=C1)OCOC(C(=C)C)=O